racemic-methyl 2-(4-nitro-3-(oxetan-3-yloxy)-1H-pyrazol-1-yl)propanoate [N+](=O)([O-])C=1C(=NN(C1)[C@@H](C(=O)OC)C)OC1COC1 |r|